(S)-4-(((8-bromo-4-oxochroman-7-yl)oxy)(pyridin-4-yl)methyl)benzamide BrC=1C(=CC=C2C(CCOC12)=O)O[C@@H](C1=CC=C(C(=O)N)C=C1)C1=CC=NC=C1